((R)-1-(2,6-dichloro-3-fluorophenyl)ethoxy)-4'-methoxy-6'-((S)-2-methylpiperazin-1-yl)-3,3'-bipyridin-6-amine ClC1=C(C(=CC=C1F)Cl)[C@@H](C)OC1=NC(=CC=C1C=1C=NC(=CC1OC)N1[C@H](CNCC1)C)N